ClC1=NC(=NC(=C1OC)Cl)SCC 4,6-dichloro-2-(ethylsulfanyl)-5-methoxypyrimidine